[Na+].S(=O)(C=1C(=CC=CC1)N)(=O)[O-] (2-sulfanilic acid), sodium salt